C1(=CC=CC=C1)C#CCC1=CC=CC=C1 1,3-diphenyl-1-propyne